N(=C=O)CC12CCC(CC1)C2 (isocyanatomethyl)bicyclo[2.2.1]heptane